COC(C1=C(C=CC(=C1)Cl)NC1=C(C=NC2=CC=C(C=C12)Cl)N1CCOCC1)=O 5-Chloro-2-[(6-chloro-3-morpholinyl-4-quinolinyl)amino]benzoic acid methyl ester